C(C)C1=C(N)C(=CC=C1OC)C 2-ethyl-3-methoxy-6-methyl-aniline